Thiazole-5-carbonitrile-hydrochloride Cl.S1C=NC=C1C#N